2,3-dihydro-1lambda6-thiophene-1,1,3-trion S1(CC(C=C1)=O)(=O)=O